di-(n-pentadecyl)amine C(CCCCCCCCCCCCCC)NCCCCCCCCCCCCCCC